C(C)(C)(C)C1=C(C(=C(C=2OC3=C(C21)C(=C(C(=C3[2H])[2H])[2H])[2H])N)C3=C(C(=C(C(=C3[2H])[2H])[2H])[2H])[2H])[2H] 1-(t-butyl)-3-(phenyl-d5)-dibenzo[b,d]furan-2,6,7,8,9-d5-4-amine